ClCCC1C(CCCC1)=O 2-(2-chloroethyl)cyclohexanone